C(C)(C)C1=NN=C(O1)C=O (5-isopropyl-1,3,4-oxadiazol-2-yl)methanone